benzyltriethylammonium tetrafluoroborate F[B-](F)(F)F.C(C1=CC=CC=C1)[N+](CC)(CC)CC